2-(4-chlorophenyl)-2-(1-(4-hydroxypiperidine-1-carbonyl)piperidin-4-ylidene)acetonitrile ClC1=CC=C(C=C1)C(C#N)=C1CCN(CC1)C(=O)N1CCC(CC1)O